N2-(1-methyl-2-methylsulfonylethyl)-phthalamide CC(CS(=O)(=O)C)NC(C=1C(C(=O)N)=CC=CC1)=O